N-(3-((1s,3R)-3-(cyanomethyl)-1-(4-methyl-4H-1,2,4-triazol-3-yl)cyclobutyl)phenyl)-7-methyl-4-(((S)-3-methylpiperidin-1-yl)methyl)-6,7-dihydro-5H-cyclopenta[b]pyridine-2-carboxamide C(#N)CC1CC(C1)(C1=NN=CN1C)C=1C=C(C=CC1)NC(=O)C1=CC(=C2C(=N1)C(CC2)C)CN2C[C@H](CCC2)C